2-methyl-2-(2,4-dichlorophenyl)-4-propyl-1,3-dioxolane CC1(OCC(O1)CCC)C1=C(C=C(C=C1)Cl)Cl